((2S,4R,5R)-4-acetoxy-5-(4-amino-6-chloro-1H-pyrazolo[3,4-d]pyrimidin-1-yl)-3-Methylenetetrahydrofuran-2-yl)methyl benzoate C(C1=CC=CC=C1)(=O)OC[C@H]1O[C@H]([C@@H](C1=C)OC(C)=O)N1N=CC=2C1=NC(=NC2N)Cl